(3S,4R)-4-methyltetrahydrofuran-3-yl 2-amino-6-(5-chloro-6-fluoro-7-(methylthio)-1H-indazol-4-yl)imidazo[1,2-a]pyridine-3-carboxylate NC=1N=C2N(C=C(C=C2)C2=C3C=NNC3=C(C(=C2Cl)F)SC)C1C(=O)O[C@@H]1COC[C@H]1C